3-((((trifluoromethyl)sulfonyl)oxy)methyl)azetidine-1-carboxylic acid tert-butyl ester C(C)(C)(C)OC(=O)N1CC(C1)COS(=O)(=O)C(F)(F)F